N1-(6-morpholinopyrimidin-4-yl)cyclohexane-1,3-diamine O1CCN(CC1)C1=CC(=NC=N1)NC1CC(CCC1)N